8-(4-chloro-2-fluorophenyl)-6-((1R,2R,6S)-2-(1-cyclopropyl-1H-pyrazol-4-yl)-3-oxabicyclo[4.1.0]heptan-6-yl)-2,3-dimethylpyrimido[5,4-d]pyrimidin-4(3H)-one ClC1=CC(=C(C=C1)C1=NC(=NC2=C1N=C(N(C2=O)C)C)[C@]21CCO[C@H]([C@@H]1C2)C=2C=NN(C2)C2CC2)F